ClC1=NC=C(C=N1)B(O)O 2-CHLOROPYRIMIDINE-5-BORONIC ACID